5-(3-cyclopropylpyrazolo[1,5-a]pyrimidin-5-yl)-N-(3,3-difluorocyclobutyl)-7H-pyrrolo[2,3-d]pyrimidin-2-amine C1(CC1)C=1C=NN2C1N=C(C=C2)C2=CNC=1N=C(N=CC12)NC1CC(C1)(F)F